alpha-cyclopentyl-glycine C1(CCCC1)C(N)C(=O)O